2-(4-acryloyl-3,3-dimethylpiperazin-1-yl)-N-[(1R)-1-(4-fluorophenyl)-2-hydroxyethyl]-5H-pyrrolo[2,3-b]pyrazine-7-carboxamide C(C=C)(=O)N1C(CN(CC1)C=1N=C2C(=NC1)NC=C2C(=O)N[C@@H](CO)C2=CC=C(C=C2)F)(C)C